phosphonium citrat C(CC(O)(C(=O)[O-])CC(=O)[O-])(=O)[O-].[PH4+].[PH4+].[PH4+]